C(N)(=N)C1=CC=C(C=C1)COC1=CC(=NN1C(C(COC)(C)C)=O)C1C(N(CCC1C)C(=O)N1CCOCC1)C(=O)O 3-{5-[(4-carbamimidoylphenyl)methoxy]-1-(3-methoxy-2,2-dimethylpropanoyl)-1H-pyrazol-3-yl}-4-methyl-1-(morpholine-4-carbonyl)piperidine-2-carboxylic acid